BrC1=CC2=CN(N=C2C=C1)C1CCC(CC1)=O 4-(5-Bromoindazol-2-yl)cyclohexanone